trans-N-(4-(1-Cyclopropyl-1H-pyrazol-4-yl)-6-methylpyridin-2-yl)-4-hydroxy-N-((trans-4-(4-methoxy-3-methylphenyl)cyclohexyl)methyl)cyclohexanecarboxamide C1(CC1)N1N=CC(=C1)C1=CC(=NC(=C1)C)N(C(=O)[C@@H]1CC[C@H](CC1)O)C[C@@H]1CC[C@H](CC1)C1=CC(=C(C=C1)OC)C